C12(CC3CC(CC(C1)C3)C2)C2=NN=C3N2CCCCC3 3-(1-adamantyl)-6,7,8,9-tetrahydro-5H-[1,2,4]triazolo[4,3-a]azepine